((2-hydroxy-3-methylbenzoyl)oxy)copper OC1=C(C(=O)O[Cu])C=CC=C1C